CC1=CC2=C(C(=C1C3=C4C(=C(C=C3C)O)C(=O)C5=C(C4=O)C=CC(=C5O)O)O)C(=O)C6=C(C2=O)C=CC(=C6O)O The molecule is a bianthracene homodimer composed of two nataloe-emodin moieties linked by an aryl-aryl bond. It is a secondary metabolite isolated from the fungal tomato pathogen Cladosporium fulvum. It has a role as a biological pigment and a fungal metabolite. It is a trihydroxyanthraquinone, a polyphenol and a member of bianthracenes. It derives from a nataloe-emodin. It is a conjugate acid of a cladofulvin(2-).